FC1=C(C=C(C(=C1)C1=NC(=CC=C1)OCC1=C(C=C(C=C1)C=1N(N=CN1)C)F)F)CC=1N(C2=C(N1)C=CC(=C2)C(=O)O)CCOC 2-[[2,5-difluoro-4-[6-[[2-fluoro-4-(2-methyl-1,2,4-triazol-3-yl)phenyl]methoxy]-2-pyridyl]phenyl]methyl]-3-(2-methoxyethyl)benzimidazole-5-carboxylic acid